2-(4-Cyano-phenoxy)-N-(5,6-dimethoxy-benzothiazol-2-yl)-2-[4-(propane-2-sulfonyl)-phenyl]-acetamide C(#N)C1=CC=C(OC(C(=O)NC=2SC3=C(N2)C=C(C(=C3)OC)OC)C3=CC=C(C=C3)S(=O)(=O)C(C)C)C=C1